N1=C2C(=CC=C1)C1=C(S2)C(=CC=C1)O benzo[4,5]thieno[2,3-b]pyridin-8-ol